C(C)NC(=O)N1[C@H]([C@H](CCC1)NS(=O)(=O)C)CC=1C=C(C=CC1)C1=C(C=CC=C1)F cis-N-ethyl-2-((2'-fluorobiphenyl-3-yl)methyl)-3-((methylsulfonyl)amino)piperidine-1-carboxamide